3-(2,3-epoxypropoxy)-propyl-methyl-diethoxysilane C(C1CO1)OCCC[Si](OCC)(OCC)C